FC(C(=O)O)(F)F.FC(C(=O)O)(F)F.C(N)(=N)C1=CC=C(CNC([C@H](C)NC(=O)[C@@H]2N(CC[C@@H](C2)C2=CC=CC=C2)CCNS(=O)(=O)C)=O)C=C1 (2R,4S)-N-((S)-1-((4-carbamimidoylbenzyl)amino)-1-oxopropan-2-yl)-1-(2-(methylsulfonamido)ethyl)-4-phenylpiperidine-2-carboxamide bistrifluoroacetate